ClC1=CC(=C2C(=N1)NC=C2)CN2CCCC2 6-chloro-4-(pyrrolidin-1-ylmethyl)-1H-pyrrolo[2,3-b]pyridine